tert-butyl (S)-3-methyl-6-(2'-oxo-1',4'-dihydro-2'H-spiro[cyclopropane-1,3'-quinolin]-6'-yl)-3,4-dihydropyridine-1(2H)-carboxylate C[C@@H]1CN(C(=CC1)C=1C=C2CC3(C(NC2=CC1)=O)CC3)C(=O)OC(C)(C)C